4-Amino-8-(1,3-dimethylpyrazol-4-yl)-2-oxo-N-(3,3,3-trifluoropropyl)-1H-quinoline-3-carboxamide NC1=C(C(NC2=C(C=CC=C12)C=1C(=NN(C1)C)C)=O)C(=O)NCCC(F)(F)F